C1(=C(C=CC=C1)[C@@H](C(C)N([C@@H](C)C(=O)O)C(C1=NC=CC(=C1OC(=O)OCC)OC)=O)C)C.C1(CCCCC1)C=1C(=NC(=C(C(=O)N)C1)N1CCC(CC1)(F)F)C1CCCCC1 5,6-dicyclohexyl-2-(4,4-difluoropiperidin-1-yl)nicotinamide (2S,3S)-3-(o-tolyl)butan-2-yl-(3-((ethoxycarbonyl)oxy)-4-methoxypicolinoyl)-L-alaninate